indium (iii) Acetate C(C)(=O)[O-].[In+3].C(C)(=O)[O-].C(C)(=O)[O-]